CC=1C=CC2=C(N=C(O2)CN2C=C3C(C=C2)=NC(=C3)C3=C(C=CC=C3)CO)C1 (2-(5-((5-methyl-1,3-benzoxazol-2-yl)methyl)-5H-pyrrolo[3,2-c]pyridin-2-yl)phenyl)methanol